amyl N,N-dimethylaminobenzoate CN(C)C1=C(C(=O)OCCCCC)C=CC=C1